Ethyl-fluoro-1-[1-(2-hydroxyphenyl) ethyl]-1H-imidazole-5-carboxylate C(C)OC(=O)C1=CN=C(N1C(C)C1=C(C=CC=C1)O)F